3-methyl-5-[6-(1H-pyrazol-1-yl)pyrimidin-4-yl]benzonitrile CC=1C=C(C#N)C=C(C1)C1=NC=NC(=C1)N1N=CC=C1